oxoazepane-1,4-dicarboxylic acid 1-tert-butyl 4-ethyl ester C(C)OC(=O)C1CC(N(CCC1)C(=O)OC(C)(C)C)=O